C(C)(C)(C)N1N=C(C(=C1C)O)C1=C(C=CC=C1)S(=O)(=O)C(C)C 1-(tert-Butyl)-3-(2-(isopropylsulfonyl)phenyl)-5-methyl-pyrazole-4-ol